1-(7-morpholino-5-(3-(m-tolyl)-1H-pyrazol-1-yl)furo[3,2-b]pyridin-2-yl)butane-1,3-dione O1CCN(CC1)C1=C2C(=NC(=C1)N1N=C(C=C1)C=1C=C(C=CC1)C)C=C(O2)C(CC(C)=O)=O